N1(N=CN=C1)C[C@H](C)OC1=C(C#N)C=CC(=C1)C=1C=NC(=NC1)NC=1C(=NN(C1)C1CCC(CC1)N1C[C@@H](O[C@@H](C1)C)C)OCCC(C)OC 2-(((S)-1-(1H-1,2,4-triazol-1-yl)propan-2-yl)oxy)-4-(2-((1-((1r,4r)-4-((2S,6R)-2,6-dimethylmorpholino)cyclohexyl)-3-(3-methoxybutoxy)-1H-pyrazol-4-yl)amino)pyrimidin-5-yl)benzonitrile